5-(3-Chloro-6-(4-(difluoromethoxy)phenoxy)-2-fluoro-4-(trifluoromethyl)benzamido)pyrimidine 1-oxide ClC=1C(=C(C(=O)NC=2C=NC=[N+](C2)[O-])C(=CC1C(F)(F)F)OC1=CC=C(C=C1)OC(F)F)F